CC1=C2C=CC=NC2=C(C=C1)S(=O)(=O)NC1=C(C=CC=C1)C#CC=1C=CC(=NC1)C(=O)O 5-{2-[2-(5-methylquinoline-8-sulfonamido)phenyl]ethynyl}pyridine-2-carboxylic acid